C(C)(C)(C)OC(N(C=1C=C(C=C(C1)C)C1=CC=C(C=C1)[N+](=O)[O-])CC1=NC=C(C(=C1C)OC)C)=O ((4-methoxy-3,5-dimethylpyridin-2-yl)methyl)(5-methyl-4'-nitro-[1,1'-biphenyl]-3-yl)carbamic acid tert-butyl ester